1-stearoyl-2-oleyl-sn-glycerol C(CCCCCCCCCCCCCCCCC)(=O)OC[C@@H](OCCCCCCCC\C=C/CCCCCCCC)CO